C(=O)C=1C=C(C(=O)NC=2C=C3C(=CNC3=CC2)C=2CCN(CC2)C(C)CCC)C=CC1 5-(3-formylbenzoyl)amino-3-(1-(2-pentyl)-1,2,3,6-tetrahydropyridin-4-yl)-1H-indole